C(#N)C=1C=C(C=CC1)C(C)(C)NC(C)=O N-[2-(3-cyanophenyl)propan-2-yl]acetamide